NC1=CC(=C(OC2=NC=NC3=CC=C(C(=C23)O[C@@H](CO)C)OC)C=C1)F (R)-2-((4-(4-amino-2-fluorophenoxy)-6-methoxyquinazolin-5-yl)oxy)propan-1-ol